3-((3R,4S)-3-Fluoro-4-((5-(1-isopropyl-1H-benzo[d][1,2,3]triazol-6-yl)-4-methoxypyrrolo[2,1-f][1,2,4]triazin-2-yl)amino)piperidin-1-yl)oxetane-3-carbonitrile F[C@@H]1CN(CC[C@@H]1NC1=NN2C(C(=N1)OC)=C(C=C2)C=2C=CC1=C(N(N=N1)C(C)C)C2)C2(COC2)C#N